C[C@@H]1N(CC1)C=1N=C(C2=C(N1)CCC2)C=2C=C1C(CCOC1=CC2)NS(=O)(=O)C N-(6-(2-((S)-2-methylazetidin-1-yl)-6,7-dihydro-5H-cyclopenta[d]pyrimidin-4-yl)chroman-4-yl)methanesulfonamide